Ethyl (S)-3-((R)-2-((methylsulfonyl)oxy)pent-4-enamido)-3-(2',4,4'-trifluoro-6'-(hex-5-en-1-yl)-5-(trifluoromethyl)-[1,1'-biphenyl]-3-yl)propanoate CS(=O)(=O)O[C@@H](C(=O)N[C@@H](CC(=O)OCC)C=1C=C(C=C(C1F)C(F)(F)F)C1=C(C=C(C=C1CCCCC=C)F)F)CC=C